5-chloro-4-methyl-7-(4,4,5,5-tetramethyl-1,3,2-dioxaborolan-2-yl)-2H-benzo[b][1,4]oxazin-3(4H)-one ClC1=CC(=CC=2OCC(N(C21)C)=O)B2OC(C(O2)(C)C)(C)C